2-{4-[7-(2,8-Dimethylimidazo[1,2-b]pyridazin-6-yl)-5-fluoro-cinnolin-3-yl]piperidin-1-yl}ethanol CC=1N=C2N(N=C(C=C2C)C2=CC(=C3C=C(N=NC3=C2)C2CCN(CC2)CCO)F)C1